tert-butyl (R)-2-methyl-4-(5-(pyrrolidin-1-yl)-7-(3,4,5-trifluorophenyl)-7H-pyrrolo[2,3-d]pyrimidin-4-yl)piperazine-1-carboxylate C[C@H]1N(CCN(C1)C=1C2=C(N=CN1)N(C=C2N2CCCC2)C2=CC(=C(C(=C2)F)F)F)C(=O)OC(C)(C)C